N1=CC=CC=2C(=CC=C(C12)O)O 5,8-quinolinediol